CN(CCCC(=O)NC1=CC(=C(C(=C1)C)OC1=CC(=CC(=C1)C(C)O)C=1C(=NOC1C)C)C)C 4-(dimethylamino)-N-(4-(3-(3,5-dimethylisoxazol-4-yl)-5-(1-hydroxyethyl)phenoxy)-3,5-dimethylphenyl)butanamide